FC1=C(CC2C=CCN3CC=4N(N2C3)C=C(CC4)C(=O)N)C(=CC(=C1)F)F (2,4,6-trifluorobenzyl)-2,5,7,9-tetrahydro-1,6-methanopyrido[1,2-b][1,2,5]triazonine-10-carboxamide